3-(methoxymethyloxy)-2,6-dimethyl-4-(4,4,5,5-tetramethyl-1,3,2-dioxaborolan-2-yl)pyridine-3-d COCOC1(C(N=C(C=C1B1OC(C(O1)(C)C)(C)C)C)C)[2H]